bianthracyl C1=CC=C2C=C3C(=CC2=C1)C=CC=C3C4=CC=CC5=CC6=CC=CC=C6C=C54